C(C)(C)(C)OC(=O)N1CC(N(CCC1)S(=O)(=O)C=1N=C(C2=CC=CC=C2C1)O)C(C)C ((N-tert-butoxycarbonyl-2-isopropyl-1,4-diazacycloheptan-1-yl)sulfonyl)isoquinolin-1-ol